C(CCCCCCCCCCC)(=O)[O-].C(CCCCCCCCCCC)(=O)[O-].C(CCCCCCCCCCC)(=O)[O-].[Cr+3] Chromium (III) tris(dodecanoate)